FC(CO)(F)C1(CCC2(OCCO2)CC1)NS(=O)C(C)(C)C N-(8-(1,1-difluoro-2-hydroxyethyl)-1,4-dioxaspiro[4.5]decan-8-yl)-2-methylpropane-2-sulfinamide